CN1N=NC(=C1NC(O[C@H](C)C1=C(C=CC(=C1)F)F)=O)C1=NC=C(C=C1)NS(=O)(=O)C (R)-1-(2,5-difluoro-phenyl)ethyl (1-methyl-4-(5-(methylsulfonamido) pyridin-2-yl)-1H-1,2,3-triazol-5-yl)carbamate